N1(CCOCC1)C=1OC=CC1 morpholinyl-1,1-thioxol